2-(2,3-Dihydrobenzo-furan-5-yl)-3-(pyridin-4-yl)imidazo[1,2-a]pyrimidine O1CCC2=C1C=CC(=C2)C=2N=C1N(C=CC=N1)C2C2=CC=NC=C2